FC1=C(C=C(C=C1)B(O)O)C(=O)NOC 4-FLUORO-3-[(METHOXYAMINO)CARBONYL]BENZENEBORONIC ACID